CN1CC(C1)(C)[C@](O)(C1=CC=C(C=C1)CC(F)(F)F)C=1C=NC=C(C1)C1=NOC(=N1)C1CCOCC1 (R)-(1,3-Dimethyl-azetidin-3-yl)-{5-[5-(tetrahydro-pyran-4-yl)-[1,2,4]oxadiazol-3-yl]-pyridin-3-yl}-[4-(2,2,2-trifluoro-ethyl)-phenyl]-methanol